C(#N)C=1C=C(C=C(C1)C#N)[C@@H](C(=O)NC1=NN(C(=C1)C(F)(F)F)C)[C@H]1CC(CC1)(F)F (S)-2-(3,5-dicyanophenyl)-2-((R)-3,3-difluorocyclopentyl)-N-(1-methyl-5-(trifluoromethyl)-1H-pyrazol-3-yl)acetamide